6-(6-(3-(4,4,5,5-tetramethyl-1,3,2-dioxaborolan-2-yl)naphthalen-1-yl)pyridin-2-yl)phenanthridine CC1(OB(OC1(C)C)C=1C=C(C2=CC=CC=C2C1)C1=CC=CC(=N1)C=1N=C2C=CC=CC2=C2C=CC=CC12)C